3-Amino-N-methylbicyclo[1.1.1]pentane-1-carboxamide hydrochloride Cl.NC12CC(C1)(C2)C(=O)NC